FC(C=1N=C(SC1)C1=C(C#N)C=CC=C1)(F)F [4-(trifluoromethyl)thiazol-2-yl]benzonitrile